ONC=NC=1C=C(C(=O)OC)C=CN1 methyl 2-(((hydroxyamino)methylene)amino)isonicotinate